5-(7-(8-ethylnaphthalen-1-yl)-2-((hexahydro-1H-pyrrolizin-7a-yl)methoxy)-5,6,7,8-tetrahydropyrido[3,4-d]pyrimidin-4-yl)-hexahydroimidazo[4,5-c]azepine C(C)C=1C=CC=C2C=CC=C(C12)N1CC=2N=C(N=C(C2CC1)N1CC2C(=CCC1)NCN2)OCC21CCCN1CCC2